C(C)(C)(C)OC(=O)N[C@H](C(=O)N1[C@@H]([C@H]2C([C@H]2C1)(C)C)C(=O)O)C12CC3(C[C@H](C[C@@H](C1)C3)C2)O (1R,2S,5S)-3-((S)-2-((tert-Butoxycarbonyl)amino)-2-((1r,3R,5R,7S)-3-hydroxyadamantan-1-yl)acetyl)-6,6-dimethyl-3-azabicyclo[3.1.0]hexane-2-carboxylic acid